2,2'-Ethylendioxydiethanethiol C(OCCS)COCCS